ClC=1C=C2C(=NC1)N(C=C2[B-](F)(F)F)S(=O)(=O)C2=CC=C(C)C=C2.[K+] Potassium (5-chloro-1-tosyl-1H-pyrrolo[2,3-b]pyridin-3-yl)trifluoroborate